6-(2-hydroxypropan-2-yl)-N-((1r,4r)-4-methoxycyclohexyl)-2-(1-methyl-1H-imidazol-5-yl)pyrimidine-4-carboxamide OC(C)(C)C1=CC(=NC(=N1)C1=CN=CN1C)C(=O)NC1CCC(CC1)OC